C1(=CC=CC=C1)N(CCCCP(OCC)(OCC)=O)C1=CC=CC=C1 Diethyl [4-(diphenylamino)butyl]phosphonate